NC1=NC=NN2C1=CC=C2[C@H]2[C@@H]([C@@H]([C@](O2)(CI)N=[N+]=[N-])O)F (2s,3r,4r,5s)-5-(4-aminopyrrolo[2,1-f][1,2,4]triazin-7-yl)-2-azido-4-fluoro-2-(iodomethyl)tetrahydrofuran-3-ol